N1=CC=CC2=CC(=CC=C12)O[P+3]OC=1C=C2C=CC=NC2=CC1 bis(6-quinolinoxy)phosphorus (V)